FC(CC(C)NC(O[C@H]1C[C@H](CC1)C1=NNC(=C1)NC(=O)C1=CC=NN1CCN(C)C)=O)(F)F (1R,3S)-3-{5-[({1-[2-(dimethylamino)ethyl]-1H-pyrazol-5-yl}carbonyl)amino]-1H-pyrazol-3-yl}cyclopentyl [(2ξ)-4,4,4-trifluorobutan-2-yl]carbamate